1-oxyl-2,2,6,6-tetramethylpiperidine-4-yl 2-ethylhexanoate C(C)C(C(=O)OC1CC(N(C(C1)(C)C)O)(C)C)CCCC